FC1(CN(C2=CC=CC(=C12)I)C(C)=O)F 1-(3,3-difluoro-4-iodoindolin-1-yl)ethan-1-one